C(CCC)PC1=C(C=CC=C1)C1=C(C=C(C=C1C(C)C)C(C)C)C(C)C butylphosphino-2',4',6'-triisopropyl-biphenyl